CS(=O)(=O)OCCCC#CC=1C=C2C(N(CC2=CC1)C1C(NC(CC1)=C=O)=C=O)=C=O 5-(2-(2,6-dicarbonylpiperidin-3-yl)-3-carbonylisoindolin-5-yl)pent-4-yn-1-yl methanesulfonate